3-(m-tolyl)-1-(2,3,4-trimethoxyphenyl)prop-2-en-1-one C1(=CC(=CC=C1)C=CC(=O)C1=C(C(=C(C=C1)OC)OC)OC)C